2-(naphtho[1,2-b]benzofuran-10-yl)pyridine diethyl-(1-phenylpropan-2-yl)phosphoramidate C(C)C(C(CC1=CC=CC=C1)NP(O)(O)=O)CC.C1=CC=CC=2C=CC3=C(OC4=C3C=CC=C4C4=NC=CC=C4)C12